OC1=CC(=CC2=CC=CC=C12)NC(OC(C)(C)C)=O tert-Butyl N-(4-hydroxy-2-naphthyl)carbamate